ClC=1C=C(C=NC(C(=O)O)CC2=CC=C(C=C2)O)C=CC1 2-(3-chlorobenzylideneamino)-3-(4-hydroxyphenyl)propanoic acid